tert-butyl 4-[3-[3-amino-2-[[(E)-4-(2-amino-4-methoxycarbonyl-anilino)but-2-enyl]amino]-5-carbamoyl-phenoxy]propyl]piperazine-1-carboxylate NC=1C(=C(OCCCN2CCN(CC2)C(=O)OC(C)(C)C)C=C(C1)C(N)=O)NC\C=C\CNC1=C(C=C(C=C1)C(=O)OC)N